C(OC1=C(C=CC(=C1)CCl)OC)(OC)=O 5-(chloromethyl)-2-methoxyphenyl methyl carbonate